[N+](=O)([O-])C=1C=C(C=CC1)C1=CC=CS1 5-(3-nitrophenyl)-1H-thiophen